NC1=CC(=C(C=C1)C1=C(C=C(C=C1)N)C)C 4,4'-diamino-2,2'-dimethyl-1,1-biphenyl